CN1C(N(C2=C1C=C(C=C2)C2CCN(CC2)CC2CCNCC2)C2C(NC(CC2)=O)=O)=O 3-[3-Methyl-2-oxo-5-[1-(4-piperidylmethyl)-4-piperidyl]benzimidazol-1-yl]piperidine-2,6-dione